2-(cyano-(2,6-difluoro-4-pyridyl)-amino)-5-methyl-N-spiro[3.3]heptan-3-yl-thiazole-4-carboxamide C(#N)N(C=1SC(=C(N1)C(=O)NC1CCC12CCC2)C)C2=CC(=NC(=C2)F)F